Methyl 5-((2-(1-(2-((3-chloro-4-(trifluoromethoxy)benzyl)amino)ethyl)-1H-pyrazol-4-yl)ethyl)amino)benzo[c][2,6]naphthyridine-8-carboxylate ClC=1C=C(CNCCN2N=CC(=C2)CCNC2=NC3=C(C4=CN=CC=C24)C=CC(=C3)C(=O)OC)C=CC1OC(F)(F)F